6-diethylaminosalicylaldehyde C(C)N(C=1C=CC=C(C1C=O)O)CC